FC1=C(C=C2C=C(N=CC2=C1)NC(=O)OC1=CC=C(C=C1)[N+](=O)[O-])C1=C(C2=C(OCCN2C(=O)OC(C)(C)C)N=C1)C tert-Butyl 7-[7-fluoro-3-[(4-nitrophenoxy)carbonylamino]-6-isoquinolyl]-8-methyl-2,3-dihydropyrido[2,3-b][1,4]oxazine-1-carboxylate